diphenyl-acetophenone C1(=CC=CC=C1)C(C(=O)C1=CC=CC=C1)C1=CC=CC=C1